isopropyl-titanium isostearate C(CCCCCCCCCCCCCCC(C)C)(=O)[O-].C(C)(C)[Ti+3].C(CCCCCCCCCCCCCCC(C)C)(=O)[O-].C(CCCCCCCCCCCCCCC(C)C)(=O)[O-]